isopropyl 4-(((3S,4S)-1-(2-cyanoacetyl)-4-methylpiperidin-3-yl)(methyl)amino)-1H-pyrrolo[2,3-b]pyridine-5-carboxylate C(#N)CC(=O)N1C[C@H]([C@H](CC1)C)N(C1=C2C(=NC=C1C(=O)OC(C)C)NC=C2)C